C(C)(C)(C)OC(C)OC1=CC=C(C=C)C=C1 p-(1-tert-butoxyethoxy)styrene